Tert-Butyl 4-(2-Amino-3-(Furan-2-Ylmethylamino)Phenyl)Piperazine-1-Carboxylate NC1=C(C=CC=C1NCC=1OC=CC1)N1CCN(CC1)C(=O)OC(C)(C)C